FC(C(=O)OCC)(C1=CC(=CC=C1)\C=C\CS(=O)(=O)C)F (E)-ethyl 2,2-difluoro-2-(3-(3-(methylsulfonyl)prop-1-enyl)phenyl)acetate